C(C=CC1=CC=CC=C1)OC(C(C(C1=NC=CC=C1)=O)(C)C)=O 2,2-dimethyl-3-oxo-3-(pyridin-2-yl)propionic acid cinnamyl ester